FC1=C(N(N=C1)C)C=1C=NC=2CCNCC2C1 3-(4-fluoro-2-methylpyrazol-3-yl)-5,6,7,8-tetrahydro-1,6-naphthyridine